[(Z)-[amino-[(3R)-3-(tert-butoxycarbonylamino)-8-fluoro-4-oxo-5-[(4-phenoxyphenyl)methyl]-2,3-dihydro-1,5-benzothiazepin-7-yl]methylene]amino] 2-methyl-2-methylsulfonyl-propanoate CC(C(=O)O\N=C(\C=1C(=CC2=C(N(C([C@H](CS2)NC(=O)OC(C)(C)C)=O)CC2=CC=C(C=C2)OC2=CC=CC=C2)C1)F)/N)(C)S(=O)(=O)C